COCCNC([O-])=O (2-methoxyethyl)carbamate